FC(CC=1C2=C(SC1CC#C)C=CC=C2)(F)F 3-(2,2,2-trifluoroethyl)benzo[b]thiophen-2-ylprop-2-yn